(2-chloropyrimidin-4-yl)-7-fluoro-benzo[d]oxazole ClC1=NC=CC(=N1)C=1OC2=C(N1)C=CC=C2F